N-(1,3-dihydroxy-2-(hydroxymethyl)propan-2-yl)-4-phenethylpiperidine-2-carboxamide OCC(CO)(CO)NC(=O)C1NCCC(C1)CCC1=CC=CC=C1